N-(1-(7-methoxyquinolin-5-yl)cyclopropyl)-2-methyl-5-((1-methyl-azetidin-2-yl)methoxy)benzamide COC1=CC(=C2C=CC=NC2=C1)C1(CC1)NC(C1=C(C=CC(=C1)OCC1N(CC1)C)C)=O